Methyl N2-((S)-2-((((3-chlorobenzyl)oxy)carbonyl)amino)-3-cyclohexylpropanoyl)-N5-(2-(ethylsulfonamido)ethyl)-N5-methyl-L-glutaminate ClC=1C=C(COC(=O)N[C@H](C(=O)N[C@@H](CCC(N(C)CCNS(=O)(=O)CC)=O)C(=O)OC)CC2CCCCC2)C=CC1